COC(CC1OC(CCC1)C=1C(=NC(=CC1)Br)CC)=O 2-(6-(6-bromo-2-ethylpyridin-3-yl)tetrahydro-2H-pyran-2-yl)acetic acid methyl ester